CC(CCC)(CCC)C(C(C(C(=O)O)(C(CCC)(CCC)C)C(CCC)(CCC)C)(O)C(=O)O)C(=O)O.ClC1=C(OC=2N=NC(=CC2C(=O)NC2=CC(=NC=C2)C)C(F)(F)F)C=CC(=C1)F 3-(2-chloro-4-fluoro-phenoxy)-N-(2-methyl-4-pyridinyl)-6-(trifluoromethyl)pyridazine-4-carboxamide Tri(4-methyl-4-heptyl)citrate